N-[(6-Amino-2-pyridyl)sulfonyl]-5-(4,7,7-trimethyl-3-bicyclo[2.2.1]hept-2-enyl)-2-(2,2,4-trimethylpyrrolidin-1-yl)pyridin-3-carboxamid NC1=CC=CC(=N1)S(=O)(=O)NC(=O)C=1C(=NC=C(C1)C1=CC2CCC1(C2(C)C)C)N2C(CC(C2)C)(C)C